C1(CCCCC1)COC1=NC2=NC(=NC=C2N1)NC1=CC(=CC=C1)Cl Cyclohexylmethoxy-2-(3'-chloroanilino)purine